CC1(N(C[C@H](C1)CCC(NC1=NC(=CC=C1)S(N)(=O)=O)C1=CC=CC=C1)C(=O)OC(C)(C)C)C tert-Butyl (4S)-2,2-dimethyl-4-[3-phenyl-3-[(6-sulfamoyl-2-pyridyl)amino]propyl]pyrrolidine-1-carboxylate